N-((5-(tert-butyl)-2-methoxyphenyl)sulfonyl)-5-(1,3,4-thiadiazol-2-yl)quinoline-2-carboxamide C(C)(C)(C)C=1C=CC(=C(C1)S(=O)(=O)NC(=O)C1=NC2=CC=CC(=C2C=C1)C=1SC=NN1)OC